methyl 2-(2-(4-chloro-3,5-difluorophenyl)-3,4-dihydro-2H-pyrrol-5-yl)hydrazine-1-carboxylate ClC1=C(C=C(C=C1F)C1N=C(CC1)NNC(=O)OC)F